O=C(OCC1=CC=CC=C1)NCCOCCOCCOCCOCCC(NCCOCCOCCOCCOCCC(=O)O)=O 3,19-dioxo-1-phenyl-2,7,10,13,16,23,26,29,32-nonaoxa-4,20-diazapentatriacontan-35-oic acid